ethyl 4-(3-chloro-5-methoxy-4-(4-methylpentanoyloxy)phenyl)-6-methyl-2-oxo-1,2,3,4-tetrahydropyrimidine-5-carboxylate ClC=1C=C(C=C(C1OC(CCC(C)C)=O)OC)C1NC(NC(=C1C(=O)OCC)C)=O